3-[5-[4-[[4-[(3R,5R)-5-[(5-chloro-1-methyl-6-oxo-pyridazin-4-yl)amino]-1-methyl-3-piperidyl]phenyl]methyl]piperazin-1-yl]-2,4-difluoro-phenyl]piperidine-2,6-dione ClC1=C(C=NN(C1=O)C)N[C@@H]1C[C@@H](CN(C1)C)C1=CC=C(C=C1)CN1CCN(CC1)C=1C(=CC(=C(C1)C1C(NC(CC1)=O)=O)F)F